2-cyanoethylphosphonate C(#N)CCP([O-])([O-])=O